C(C)C(C(=O)OCCCCCCCCCCCCCCCC)CCCC hexadecyl 2-ethylhexanoate